C1(CC1)C(=O)NC1=CC=C(C(=O)NNC(=O)C2C(C2)C(=O)O)C=C1 2-(2-(4-(cyclopropanecarboxamido)benzoyl)hydrazine-1-carbonyl)cyclopropane-1-carboxylic acid